(3S)-4-amino-N-((2S)-2-cyanopropyl)-3-methyl-N-((5-(trifluoromethyl)-2-pyridinyl)methyl)-1,3-dihydrofuro[3,4-c]quinoline-8-carboxamide NC1=NC=2C=CC(=CC2C2=C1[C@@H](OC2)C)C(=O)N(CC2=NC=C(C=C2)C(F)(F)F)C[C@H](C)C#N